tert-butyl 2-(4,4-difluorocyclohexyl)-6-(2-(6-(1-(4-fluorobenzyl)-1H-pyrazole-4-carbonyl)-2-(1-(trifluoromethyl)cyclopropane-1-carbonyl)-2,6-diazaspiro[3.4]octan-8-yl)ethoxy)benzoate FC1(CCC(CC1)C1=C(C(=O)OC(C)(C)C)C(=CC=C1)OCCC1CN(CC12CN(C2)C(=O)C2(CC2)C(F)(F)F)C(=O)C=2C=NN(C2)CC2=CC=C(C=C2)F)F